BrC=1C(=NN2C1N=C(C=C2)C(=O)OCC)C2=C(C(=CC=C2)C#N)C ethyl 3-bromo-2-(3-cyano-2-methyl-phenyl)pyrazolo[1,5-a]pyrimidine-5-carboxylate